3-(oxetan-2-ylmethyl)-1,3-benzodiazole-5-carboxylic acid O1C(CC1)CN1C=NC2=C1C=C(C=C2)C(=O)O